(S)-1-(4-fluoro-1-(2,2,2-trifluoroethyl)-1H-indazole-5-yl)-3-(2-(4-fluoro-3,5-dimethylphenyl)-4-methyl-4,5,6,7-tetrahydro-2H-pyrazolo[4,3-c]pyridine-3-yl)-1,3-dihydro-2H-imidazol-2-one FC1=C2C=NN(C2=CC=C1N1C(N(C=C1)C=1N(N=C2C1[C@@H](NCC2)C)C2=CC(=C(C(=C2)C)F)C)=O)CC(F)(F)F